3-((2-bromopyridin-3-yl)oxy)-1-methyl-1H-pyrazole-5-carboxamide BrC1=NC=CC=C1OC1=NN(C(=C1)C(=O)N)C